1,5-dimethyl-indole tert-butyl-4-oxo-8-((8-(4-(trifluoromethyl)phenyl)pyrido[3,4-b]pyrazin-5-yl)amino)-5-azaspiro[2.5]octane-5-carboxylate C(C)(C)(C)OC(=O)N1C(C2(CC2)C(CC1)NC1=NC=C(C=2C1=NC=CN2)C2=CC=C(C=C2)C(F)(F)F)=O.CN2C=CC1=CC(=CC=C21)C